2-(ethylthio)-3,6-difluoropyridine C(C)SC1=NC(=CC=C1F)F